N-methylpyridin-2-amine CNC1=NC=CC=C1